OC[C@@](COC([2H])([2H])[2H])([2H])NC(OC(C)(C)C)=O tert-butyl N-[(2R)-1-hydroxy-3-(2H3)methoxy(2-2H)propan-2-yl]carbamate